COC1=C(C=C(C=C1)[C@@H](C)C1=C(NC=2N(C1=O)N=C(C2N2CCCCC2)C2=CC=CC=C2)C)NC (R)-6-(1-(4-methoxy-3-(methylamino)phenyl)ethyl)-5-methyl-2-phenyl-3-(piperidin-1-yl)pyrazolo[1,5-a]pyrimidin-7(4H)-one